(e)-1-(4-((e)-3,3-Dimethyltriaz-1-en-1-yl)phenyl)-3-(4-(((3s,4r,5r,6s)-3,4,5-trihydroxy-6-(hydroxymethyl)tetrahydro-2h-pyran-2-yl)oxy)phenyl)prop-2-en-1-one CN(/N=N/C1=CC=C(C=C1)C(\C=C\C1=CC=C(C=C1)OC1O[C@H]([C@@H]([C@H]([C@@H]1O)O)O)CO)=O)C